tert-butyl 3-({6-[4-(2-ethyl-1,2,3-triazol-4-yl)-1-{[2-(trimethylsilyl)ethoxy]methyl}indazol-7-yl]pyridazin-3-yl}(methyl)amino)-8-azabicyclo[3.2.1]octane-8-carboxylate C(C)N1N=CC(=N1)C1=C2C=NN(C2=C(C=C1)C1=CC=C(N=N1)N(C1CC2CCC(C1)N2C(=O)OC(C)(C)C)C)COCC[Si](C)(C)C